3-((1R,3R)-1-(2,6-difluoro-4-(((S)-1-(3-fluoropropyl)pyrrolidin-3-yl)amino)phenyl)-5-fluoro-3-methyl-1,3,4,9-tetrahydro-2H-pyrido[3,4-b]indol-2-yl)-2,2-difluoropropan-1-ol FC1=C(C(=CC(=C1)N[C@@H]1CN(CC1)CCCF)F)[C@H]1N([C@@H](CC2=C1NC1=CC=CC(=C21)F)C)CC(CO)(F)F